N,N-diethylglycolamide C(C)N(C(CO)=O)CC